2-(trifluoromethyl)-3-((R)-3-(((3S,4R,5R)-3,4,5-tris(benzyloxy)piperidin-1-yl)methyl)piperidin-1-yl)pyridine FC(C1=NC=CC=C1N1C[C@H](CCC1)CN1C[C@@H](C([C@@H](C1)OCC1=CC=CC=C1)OCC1=CC=CC=C1)OCC1=CC=CC=C1)(F)F